2-([1,1'-biphenyl]-3-yl)-3-chloroquinoxaline C1(=CC(=CC=C1)C1=NC2=CC=CC=C2N=C1Cl)C1=CC=CC=C1